CC1=CC=C2C(=C(NC2=C1)C1=CC=C(C=C1)B(O)O)C(C[N+](=O)[O-])C=1SC=CC1 (4-(6-methyl-3-(2-nitro-1-(thiophen-2-yl)ethyl)-1H-indol-2-yl)phenyl)boronic acid